O1COC2=C1C=CC(=C2)CCC(=O)NCC2CC2 3-(benzo[d][1,3]dioxol-5-yl)-N-(cyclopropylmethyl)propanamide